6-chloro-7-(5,7-dihydro-6H-pyrrolo[3,4-b]pyridin-6-yl)-1-(4-methyl-6-propionamido-pyridin-3-yl)-4-oxo-1,4-dihydro-quinoline-3-carboxylic acid ClC=1C=C2C(C(=CN(C2=CC1N1CC2=NC=CC=C2C1)C=1C=NC(=CC1C)NC(CC)=O)C(=O)O)=O